2-(1H-benzo[d]imidazol-2-yl)-6-isopropyl-5-(8-methyl-[1,2,4]triazolo[1,5-a]pyridin-6-yl)-4H-thieno[3,2-b]pyrrole N1C(=NC2=C1C=CC=C2)C2=CC=1NC(=C(C1S2)C(C)C)C=2C=C(C=1N(C2)N=CN1)C